N1CC(C1)N1N=CC2=C1N(C(C=1C=C(C=C(C21)C(C)NC=2C(=NC(=CC2)Cl)C=2C=NN(C2)C)C)=O)C 3-(azetidin-3-yl)-9-(1-((6-chloro-2-(1-methyl-1H-pyrazol-4-yl)pyridin-3-yl)amino)ethyl)-4,7-dimethyl-3,4-dihydro-5H-pyrazolo[3,4-c]isoquinolin-5-one